NC1=C(OC(C)OC2=C(C=CC=C2)N)C=CC=C1 1,1-bis(2-aminophenoxy)ethane